CNCCCN(CCCNC)C N,N-Bis-[3-(methylamino)-propyl]-methylamine